ClC=1C(=C(C=CC1OCC)NC=1C2=C(N=CN1)C=CC(=N2)O[C@@H]2CN(CC2)C(=O)OC(C)(C)C)F tert-Butyl (S)-3-((4-((3-chloro-4-ethoxy-2-fluorophenyl)amino)pyrido[3,2-d]pyrimidin-6-yl)oxy)pyrrolidine-1-carboxylate